(3S,4R,5R)-1-(2-((1s,4S)-4-(trifluoromethyl)cyclohexyl)ethyl)piperidine-3,4,5-triol FC(C1CCC(CC1)CCN1C[C@@H](C([C@@H](C1)O)O)O)(F)F